C(C1=CC=CC=C1)[C@H]1N(CCN(C1)S(=O)(=O)C)C1=NC=C2C(=N1)N(N=C2C=2C(=C(C(=C(C2)C(F)(F)F)Cl)O)F)C (R)-3-(6-(2-Benzyl-4-(methylsulfonyl)piperazin-1-yl)-1-methyl-1H-pyrazolo[3,4-d]pyrimidin-3-yl)-6-chloro-2-fluoro-5-(trifluoromethyl)phenol